4-azido-3-hydroxy-4-phenylbutyric acid methyl ester COC(CC(C(C1=CC=CC=C1)N=[N+]=[N-])O)=O